S1C(=CC=C1)O thiol-ol